N1=CNC2=NC=CC(=C21)C=2C=NN(C2)C2=CC=C(C=N2)C(C#N)CCC(F)(F)F (6-(4-(3H-imidazo[4,5-b]pyridin-7-yl)-1H-pyrazol-1-yl)pyridin-3-yl)-5,5,5-trifluoropentanenitrile